N-propyl-L-proline C(CC)N1[C@@H](CCC1)C(=O)O